COC(=O)C1N(C2CCC1C2)C(=O)OC(C)(C)C.CC2=C(C(=NC=C2)N)C dimethyl-aminopyridine Methyl-2-(tert-butoxycarbonyl)-2-azabicyclo[2.2.1]heptan-3-carboxylate